(2S,4r)-4-hydroxy-N-methyl-1-((S)-3-methyl-2-(4-(pyridin-2-yl)-1H-1,2,3-triazol-1-yl)butyryl)pyrrolidine-2-carboxamide O[C@@H]1C[C@H](N(C1)C([C@H](C(C)C)N1N=NC(=C1)C1=NC=CC=C1)=O)C(=O)NC